ClC1=C(C=C(OCC(=O)NC23CC(C2)(C3)NC3=NC=2N(C=C3)N=CC2C)C=C1)F 2-(4-chloro-3-fluorophenoxy)-N-{3-[(3-methylpyrazolo[1,5-a]pyrimidin-5-yl)amino]bicyclo[1.1.1]pentan-1-yl}acetamide